4-((1'-(2-(4-(4-(2,6-dioxopiperidin-3-yl)phenyl)piperidin-1-yl)ethyl)-[1,4'-bipiperidin]-4-yl)amino)-2-((S)-1-(3-ethoxy-4-methoxyphenyl)-2-(methylsulfonyl)ethyl)-isoindoline-1,3-dione O=C1NC(CCC1C1=CC=C(C=C1)C1CCN(CC1)CCN1CCC(CC1)N1CCC(CC1)NC1=C2C(N(C(C2=CC=C1)=O)[C@H](CS(=O)(=O)C)C1=CC(=C(C=C1)OC)OCC)=O)=O